C(CCCCCCCCCCCCCC\C=C/C\C=C/C\C=C/C\C=C/C\C=C/C\C=C/CC)(=O)O (16Z,19Z,22Z,25Z,28Z,31Z)-tetratriaconta-16,19,22,25,28,31-hexaenoic acid